Methyl {2-chloro-6-methoxy-4-[(1E)-prop-1-en-1-yl]phenyl}acetate ClC1=C(C(=CC(=C1)\C=C\C)OC)CC(=O)OC